1-(2-methylphenyl)hydrazine CC1=C(C=CC=C1)NN